4-hexyldecyl 6-[4-(tert-butoxycarbonylamino)butyl-[6-(4-hexyldecoxy)-6-oxo-hexyl] amino]hexanoate C(C)(C)(C)OC(=O)NCCCCN(CCCCCC(=O)OCCCC(CCCCCC)CCCCCC)CCCCCC(=O)OCCCC(CCCCCC)CCCCCC